N-(5-chloropyridin-2-yl)-4-{2-[(5-fluoropyridin-2-yl)amino]-2-oxoethyl}-5,8-dioxo-6-(propan-2-yl)-5,6,7,8-tetrahydro-4H-pyrazolo[1,5-a]pyrrolo[3,4-d]pyrimidine-2-carboxamide ClC=1C=CC(=NC1)NC(=O)C1=NN2C(N(C3=C(C2=O)CN(C3=O)C(C)C)CC(=O)NC3=NC=C(C=C3)F)=C1